ClC=1N=C(C2=C(N1)C(=C(N=C2)Cl)F)N2CCC=CCC2 2,7-dichloro-8-fluoro-4-(2,3,6,7-tetrahydro-1H-azepin-1-yl)pyrido[4,3-d]pyrimidine